(2,2-difluorocyclopropyl) 4-methylbenzenesulfonate CC1=CC=C(C=C1)S(=O)(=O)OC1C(C1)(F)F